CC=1C=C(C=C(C1)C)C=1C=C(C=C2C=C(CC12)C)C 7-(3,5-dimethylphenyl)-2,5-dimethyl-1H-indene